2-(N,5-dimethyl-1H-indazole-7-sulfonamido)-N-(1,6-dimethyl-2-oxo-1,2-dihydropyridin-4-yl)acetamide CN(S(=O)(=O)C=1C=C(C=C2C=NNC12)C)CC(=O)NC1=CC(N(C(=C1)C)C)=O